COC1=CC=C(C=C1)C[C@@H](C(NC1=CC=C(C=C1)C1=C2C(=NC=C1)N(C=C2)S(=O)(=O)C2=CC=CC=C2)=O)NC(OC(C)(C)C)=O tert-Butyl (S)-(3-(4-methoxyphenyl)-1-oxo-1-((4-(1-(phenylsulfonyl)-1H-pyrrolo[2,3-b]pyridin-4-yl)phenyl)amino)propan-2-yl)carbamate